(S)-4-(7-((5-methoxy-7-methyl-1H-indol-4-yl)methyl)-2-oxa-7-azaspiro[3.5]nonan-6-yl)-2-(methylamino)benzoic acid COC=1C(=C2C=CNC2=C(C1)C)CN1[C@@H](CC2(COC2)CC1)C1=CC(=C(C(=O)O)C=C1)NC